tert-Butyl (R)-3-((S)-2-((S)-2-((((9H-fluoren-9-yl)methoxy)carbonyl)amino)propanamido)-3-methoxy-N-methylpropanamido)-3-(4-chlorobenzyl)piperidine-1-carboxylate C1=CC=CC=2C3=CC=CC=C3C(C12)COC(=O)N[C@H](C(=O)N[C@H](C(=O)N(C)[C@@]1(CN(CCC1)C(=O)OC(C)(C)C)CC1=CC=C(C=C1)Cl)COC)C